2-(methylsulfanyl)-N-phenyl-5-[2-(triisopropylsilyl)ethynyl]pyrido[2,3-d]pyrimidin-7-amine CSC=1N=CC2=C(N1)N=C(C=C2C#C[Si](C(C)C)(C(C)C)C(C)C)NC2=CC=CC=C2